(2S,4R)-4-hydroxy-2-[[1-cis-[4-[(3-methoxy-4-methyl-phenyl)carbamoyl]cyclohexyl]-2-oxo-3H-benzimidazol-4-yl]carbamoyl]pyrrolidine-1-carboxylic acid tert-butyl ester C(C)(C)(C)OC(=O)N1[C@@H](C[C@H](C1)O)C(NC1=CC=CC=2NC(N(C21)C2CCC(CC2)C(NC2=CC(=C(C=C2)C)OC)=O)=O)=O